N1CC(C1)N1CCC(CC1)C1=CC=C2CN(C(C2=C1)=O)C1C(NC(CC1)=O)=O 3-[6-[1-(azetidin-3-yl)-4-piperidyl]-1-oxo-isoindolin-2-yl]piperidine-2,6-dione